C(C)OP(=O)(OCC)SC(C(=O)OC(C)C)C1=CC=CC=C1 isopropyl 2-((diethoxyphosphoryl) thio)-2-phenylacetate